tert-butyl 4-(3-methoxy-4-((2,4,9-trimethyl-10-oxo-9,10-dihydro-4H-pyrimido[5,4-b]thiazolo[5,4-e][1,4]diazepin-6-yl)amino)phenyl)piperazine-1-carboxylate COC=1C=C(C=CC1NC=1N=CC=2N(C(C3=C(N(C2N1)C)SC(=N3)C)=O)C)N3CCN(CC3)C(=O)OC(C)(C)C